3-((6-(2-aminopyridin-4-yl)-1-oxoisoquinolin-2(1H)-yl)methyl)-N-(2-(pyridin-2-yl)ethyl)benzamide NC1=NC=CC(=C1)C=1C=C2C=CN(C(C2=CC1)=O)CC=1C=C(C(=O)NCCC2=NC=CC=C2)C=CC1